5-hydroxy-5-(trifluoromethyl)-4,5-dihydrofuran-3-carbonitrile OC1(CC(=CO1)C#N)C(F)(F)F